C(C=C)(=O)NCCNC(C1=C(C(=C(C(=C1F)F)N=[N+]=[N-])F)F)=O N-(2-acrylamidoethyl)-4-Azido-2,3,5,6-tetrafluorobenzamide